C(C)OC(=O)C=1OC2=C(C1C)C=C(C=C2)S(N(CCC2=CC=CC=C2)CC2=CC(=CC=C2)Br)(=O)=O 3-methyl-5-(N-(3-bromobenzyl)-N-phenethylsulfamoyl)benzofuran-2-carboxylic acid ethyl ester